nonadecanedioic acid C(CCCCCCCCCCCCCCCCCC(=O)O)(=O)O